(2-phenylthiazol-5-yl)methanone C1(=CC=CC=C1)C=1SC(=CN1)C=O